(1Z)-4-(4-FLUOROPHENYL)-2-METHYLIDENEBUTAN FC1=CC=C(C=C1)CCC(C)=C